tert-butyl-2-(((1R,4R)-4-hydroxycyclohexyl)amino)-4-phenyl-5H-pyrrolo[3,4-d]pyrimidine-6(7H)-carboxylic acid tert-butyl ester C(C)(C)(C)OC(=O)N1CC=2N=C(N=C(C2C1C(C)(C)C)C1=CC=CC=C1)NC1CCC(CC1)O